(2S,3S)-2,3-butanediol C[C@@H]([C@H](C)O)O